tert-butyl (2S,4S)-2-(cyanomethyl)-4-(6,8-dichloro-4-(((S)-1-methylpyrrolidin-2-yl)methoxy)-7-(quinolin-8-yl)-1H-[1,2,3]triazolo[4,5-c]quinolin-1-yl)piperidine-1-carboxylate C(#N)C[C@H]1N(CC[C@@H](C1)N1N=NC=2C(=NC=3C(=C(C(=CC3C21)Cl)C=2C=CC=C1C=CC=NC21)Cl)OC[C@H]2N(CCC2)C)C(=O)OC(C)(C)C